N-(2-ethylhexyl)-2-phenyl-3,5,7-triethoxyquinolin-4-one C(C)C(CN1C(=C(C(C2=C(C=C(C=C12)OCC)OCC)=O)OCC)C1=CC=CC=C1)CCCC